BrC1=CC=C(C=C1)S(=O)(=O)C(C#N)=CC1=CC(=C(C(=C1)C(C)(C)C)O)C(C)(C)C 2-(4-Bromo-Benzenesulfonyl)-3-(3,5-Di-Tert-Butyl-4-Hydroxy-Phenyl)-Acrylonitrile